Cl.NC(CCN1C(=NC2=C1C=CC(=C2)C(=O)N)NC(=O)C2=CC(=NN2CC)C)CC 1-(3-Aminopentyl)-2-(1-ethyl-3-methyl-1H-pyrazole-5-carboxamido)-1H-benzo[d]Imidazole-5-carboxamide hydrochloride